BrC1=C(C=C(C=N1)NC(C(=C)C)=O)C N-(6-bromo-5-methylpyridin-3-yl)methacrylamide